tert-butyl N-[6-bromo-3-methoxy-2-(trideuteriomethyl)phenyl]carbamate BrC1=CC=C(C(=C1NC(OC(C)(C)C)=O)C([2H])([2H])[2H])OC